bis-(2-hydroxyethyl)methyl-ammonium OCC[NH+](C)CCO